S1N=C(C=C1)C(=O)N [1,2]thiazole-3-carboxamide